{3-[(3S)-3-amino-1,3-dihydrospiro[inden-2,4'-piperidin]-1'-yl]-6-(1,2,3,4-tetrahydroquinolin-1-yl)pyrazin-2-yl}methanol N[C@@H]1C2=CC=CC=C2CC12CCN(CC2)C=2C(=NC(=CN2)N2CCCC1=CC=CC=C21)CO